C(=O)O.CC1=C(C#N)C=CC=C1[C@@H](C)NC1=NN=C(C2=CC=C(C=C12)N1CC2(C1)CN(CC2)C)C (R)-2-methyl-3-(1-((4-methyl-7-(6-methyl-2,6-diazaspiro[3.4]octan-2-yl)phthalazin-1-yl)amino)ethyl)benzonitrile formate salt